(R)-N-(2-(1-methylpyrrolidin-2-yl)imidazo[1,2-a]pyrazin-6-yl)-4-(1-(3-(piperidin-4-yl)propyl)-1H-pyrazol-4-yl)benzamide CN1[C@H](CCC1)C=1N=C2N(C=C(N=C2)NC(C2=CC=C(C=C2)C=2C=NN(C2)CCCC2CCNCC2)=O)C1